[2,6]naphthyridine-8-carboxylic acid C1=NC=CC2=CN=CC(=C12)C(=O)O